BrC1=CC=CC=2C=3N(C(=NC12)N[C@@H](C(=O)N1CC2(C1)CN(C2)C)C)N=C(N3)C3=CC=C(C=C3)OC (2R)-2-{[7-bromo-2-(4-methoxyphenyl)[1,2,4]triazolo[1,5-c]quinazolin-5-yl]amino}-1-(6-methyl-2,6-diazaspiro[3.3]hept-2-yl)propan-1-one